Trans-2-(2-chloro-5-(2,2-dichloro-3-(3,5-dichlorophenyl)cyclopropane-1-carboxamido)benzoyl)hydrazine-1-carboxylic acid trifluoromethyl ester FC(F)(F)OC(=O)NNC(C1=C(C=CC(=C1)NC(=O)[C@@H]1C([C@H]1C1=CC(=CC(=C1)Cl)Cl)(Cl)Cl)Cl)=O